6-bromo-3-methyl-imidazo[4,5-b]pyridin-2-amine BrC=1C=C2C(=NC1)N(C(=N2)N)C